methyl (1S,3S)-3-((6-(5-chloro-3-((((2-cyclopropylethyl)(methyl)carbamoyl)oxy)methyl)thiophen-2-yl)-2-methylpyridin-3-yl)oxy)cyclohexane-1-carboxylate ClC1=CC(=C(S1)C1=CC=C(C(=N1)C)O[C@@H]1C[C@H](CCC1)C(=O)OC)COC(N(C)CCC1CC1)=O